2-(4-chlorophenethyl)-2-tert-butyloxirane ClC1=CC=C(CCC2(OC2)C(C)(C)C)C=C1